ClC1OC2=C(OC1)C=CC=C2N2CC(NCC2)O 3-Chloro-5-(3-hydroxypiperazin-1-yl)-2,3-dihydro-1,4-benzodioxine